(2R,3R)-2-(2,4-difluorophenyl)-3-((pyridin-2-ylmethyl)disulfanyl)-1-(1H-1,2,4-triazol-1-yl)butan-2-ol FC1=C(C=CC(=C1)F)[C@@](CN1N=CN=C1)([C@@H](C)SSCC1=NC=CC=C1)O